C(C1=CC=CC=C1)OC(CC(C1=C(C2=C(N(N=N2)CCCOCCO)C=C1)C)C1=CC=C2CCN(CC2=C1)C(=O)OC(C)(C)C)=O tert-butyl 7-(3-(benzyloxy)-1-(1-(3-(2-hydroxyethoxy)propyl)-4-methyl-1H-benzo[d][1,2,3]triazol-5-yl)-3-oxopropyl)-3,4-dihydroisoquinoline-2(1H)-carboxylate